N1=C(C=CC=C1)C1(COCC1)C(=O)[O-].[Na+] sodium 3-(pyridin-2-yl)tetrahydrofuran-3-carboxylate